C1(CCCCC1)C[C@H](C(=O)N1CC2(CCCC2)C(CC1)(O)CN1C(C2=CC(=C(C=C2C=C1)OC)OC)=O)C 2-((7-((R)-3-Cyclohexyl-2-methylpropanoyl)-10-hydroxy-7-azaspiro[4.5]decan-10-yl)methyl)-6,7-dimethoxyisoquinolin-1(2H)-one